FC(C=1C(NC=C(C1)CNC1CCC(CC1)C(=O)N1CCN(CC1)C1=NC=C(C=N1)C(F)(F)F)=O)(F)F 3-(trifluoromethyl)-5-((((1R,4R)-4-(4-(5-(trifluoromethyl)pyrimidin-2-yl)piperazine-1-carbonyl)cyclohexyl)amino)methyl)pyridin-2(1H)-one